N-hydroxy-4-methyl-3,4-dihydro-2H-1,4-benzoxazine-7-sulfonamide ONS(=O)(=O)C1=CC2=C(N(CCO2)C)C=C1